4-butanetetracarboxylic acid, 2,2,6,6-tetramethyl-4-piperidinyl ester C(C(CC)C(=O)[O-])(C(=O)OC1CC(NC(C1)(C)C)(C)C)(C(=O)[O-])C(=O)[O-]